Ethyl 1-[(4-{3-azabicyclo[3.1.0]hexan-3-yl}-3-cyano-2-fluorophenyl)methyl]-1H-pyrazole-4-carboxylate C12CN(CC2C1)C1=C(C(=C(C=C1)CN1N=CC(=C1)C(=O)OCC)F)C#N